Cl.FC=1C=NC(=NC1)C1=CC(=NC=C1C)N 4-(5-fluoropyrimidin-2-yl)-5-methylpyridin-2-amine hydrochloride